methylcyclopropane-1-carboxamide CC1(CC1)C(=O)N